O1CCC2=C1C=CC=C2C=N[S@](=O)C(C)(C)C (R)-N-((2,3-Dihydrobenzofuran-4-yl)methylidene)-2-methylpropane-2-sulfinamide